((4-(2-(tert-Butoxycarbonyl)-2,7-diazaspiro[3.5]non-7-yl)pyrimidin-5-yl)amino)-5-fluorobenzoic acid C(C)(C)(C)OC(=O)N1CC2(C1)CCN(CC2)C2=NC=NC=C2NC2=C(C(=O)O)C=C(C=C2)F